ClC1=C(C=C(C=C1)SCCCN(C([C@H]([C@H]([C@@H]([C@H](CO)O)O)O)O)=O)C1CCS(CC1)(=O)=O)COC1(CC1)C=1C=NC=CC1C1=C(C=CC=C1)OC1CC1 (2S,3S,4R,5S)-N-(3-{[4-chloro-3-({[4-(2-cyclopropoxyphenyl)pyridin-3-yl]cyclopropoxy}methyl)phenyl]sulfanyl}propyl)-N-(1,1-dioxo-1λ6-thian-4-yl)-2,3,4,5,6-pentahydroxyhexanamide